(S)-6-(4-(3-(5-Fluoro-4-methylpyridin-3-yl)isoxazolidine-2-carbonyl)piperidin-1-yl)pyrimidine-4-carboxamide FC=1C(=C(C=NC1)[C@H]1N(OCC1)C(=O)C1CCN(CC1)C1=CC(=NC=N1)C(=O)N)C